5-(2-Fluoro-6-hydroxy-4-(1-isopentylazetidin-3-yl)phenyl)-1,2,5-thiadiazolidin-3-one 1,1-dioxide FC1=C(C(=CC(=C1)C1CN(C1)CCC(C)C)O)N1CC(NS1(=O)=O)=O